COC(=O)C1=CC=C2C(=N1)C(=NN2CC)C 1-ethyl-3-methyl-1H-pyrazolo[4,3-b]Pyridine-5-carboxylic acid methyl ester